sodium butyl naphthalenesulphonate C1(=CC=CC2=CC=CC=C12)S(=O)(=O)OCCCC.[Na]